FC(C1=NC(=NO1)C1=CC=C(C=C1)C(CSC1=NC=CC(=N1)C(F)(F)F)=O)(F)F 1-(4-(5-(trifluoromethyl)-1,2,4-oxadiazol-3-yl)phenyl)-2-((4-(trifluoromethyl)pyrimidin-2-yl)thio)ethan-1-one